tert-butyl (1R,5S,7r)-7-((6-chloro-4-iodopyridin-3-yl)oxy)-3-oxa-9-azabicyclo[3.3.1]nonane-9-carboxylate ClC1=CC(=C(C=N1)OC1C[C@H]2COC[C@@H](C1)N2C(=O)OC(C)(C)C)I